(3S)-3-(t-butoxycarbonyl)amino-1-chloro-4-phenyl-2-butanone C(C)(C)(C)OC(=O)N[C@H](C(CCl)=O)CC1=CC=CC=C1